NC=1C=C2C(=CC(=CC2=CC1)S(=O)(=O)O)OCCCCS(=O)(=O)O 6-amino-4-(4-sulfobutoxy)naphthalene-2-sulfonic acid